2-methyl-ethylene glycol acrylate C(C=C)(=O)O.CC(CO)O